COC(=O)N(NC1=CC=C(C=C1)Cl)C(C)=C1C(NNC1=O)=O 1-(1-(3,5-Dioxopyrazolidin-4-ylidene)ethyl)-2-(4-chlorophenyl)hydrazinocarboxylic acid methyl ester